3-Deuterio-4-[[(2S,3S,4S,5R)-3-(3,4-difluoro-2-methoxyphenyl)-4,5-dimethyl-5-(trifluoromethyl)tetrahydrofuran-2-carbonyl]amino]pyridin-2-carboxamid [2H]C=1C(=NC=CC1NC(=O)[C@H]1O[C@]([C@H]([C@H]1C1=C(C(=C(C=C1)F)F)OC)C)(C(F)(F)F)C)C(=O)N